(trifluoromethyl)azetidin FC(F)(F)N1CCC1